5-(thiophen-2-yl)oxazolidin-2-one S1C(=CC=C1)C1CNC(O1)=O